4-bromo-1H-pyrrolo[2,3-b]pyridine-3-carbonitrile BrC1=C2C(=NC=C1)NC=C2C#N